C(CC(=O)C)(=O)SCCNC(CCNC([C@@H](C(COP(OP(OC[C@@H]1[C@H]([C@H]([C@@H](O1)N1C=NC=2C(N)=NC=NC12)O)OP(=O)(O)O)(=O)O)(=O)O)(C)C)O)=O)=O acetoacetyl-coenzyme a